N1=CN=CC(=C1)N1CC(C1)CC(=O)O (1-Pyrimidin-5-yl-azetidin-3-yl)-acetic acid